2-(1-(Aminomethyl)-6-chloro-1,3,4,9-tetrahydro-2H-pyrido[3,4-b]indol-2-yl)-N-(3-chlorophenyl)acetamide diformate C(=O)O.C(=O)O.NCC1N(CCC2=C1NC1=CC=C(C=C21)Cl)CC(=O)NC2=CC(=CC=C2)Cl